oxazolidine-2,5-dione O1C(NCC1=O)=O